CSC1=CC=C(C=C1)C(F)(F)F methyl-(4-(trifluoromethyl)phenyl)sulfane